ON(C(=O)N)C HYDROXY-N-METHYLUREA